4-Phenylphenol C1(=CC=CC=C1)C1=CC=C(C=C1)O